NC1CCC(CC1)NC1=NC=CC(=N1)C=1C=NC=CC1OC1=CC(=C(C=C1F)NS(=O)(=O)CC1=CC=CC=C1)Cl N-[4-[[3-[2-[(1r,4r)-(4-Aminocyclohexyl)amino]pyrimidin-4-yl]-4-pyridyl]oxy]-2-chloro-5-fluorophenyl]phenylmethanesulfonamide